CC1=CC2C=C(N=C2C=C1C(F)(F)F)CN (5-Methyl-6-(trifluoromethyl)-3aH-indol-2-yl)methylamine